S(=O)(=O)(O)C(C(=O)[O-])C 2-sulfopropionate